FC(COC1=C(C=CC=C1)C=1C(C(=CN(N1)C1COC1)C(=O)NC1=CC=C(C=C1)C(C(F)F)(C(F)F)O)=O)F 6-[2-(2,2-difluoroethoxy)phenyl]-2-(oxetan-3-yl)-5-oxo-N-[4-(1,1,3,3-tetrafluoro-2-hydroxypropan-2-yl)phenyl]-2,5-dihydropyridazine-4-carboxamide